2-[(4-amino-6-chloro-pyridazin-3-yl)-methyl-amino]ethanol (hydroxyethyl)-terephthalate OCCC1=C(C(=O)O)C=CC(=C1)C(=O)O.NC1=C(N=NC(=C1)Cl)N(CCO)C